C1(CC1)C=1C=CC(=C(C1)\C=N\C=1C=C2C(=CN1)N(N=C2)CC(C(F)(F)F)(F)F)[N+](=O)[O-] (E)-1-(5-cyclopropyl-2-nitro-phenyl)-N-[1-(2,2,3,3,3-pentafluoropropyl)pyrazolo[3,4-c]pyridin-5-yl]methanimine